9-(4-(4-chloro-1-methyl-1H-imidazol-2-yl)benzyl)-2-(2-chlorophenyl)-6,7-dimethyl-7,9-dihydro-8H-purine-8-imine ClC=1N=C(N(C1)C)C1=CC=C(CN2C3=NC(=NC(=C3N(C2=N)C)C)C2=C(C=CC=C2)Cl)C=C1